lithium disilylamine [SiH3]N[SiH3].[Li]